5-chloro-4-(cyclohexylmethyl)-2-(3,3-difluorocyclobutyl)pyridine ClC=1C(=CC(=NC1)C1CC(C1)(F)F)CC1CCCCC1